C(C1=CC=CC=C1)N(C(C(C(Cl)(Cl)Cl)O)=O)C1=C(C=CC(=C1)C)NC(C1=C(C(=C(C(=C1F)F)F)F)F)=O N-(2-(N-benzyl-3,3,3-trichloro-2-hydroxypropanamido)-4-methylphenyl)-2,3,4,5,6-pentafluorobenzamide